dichloro-bischlorocyclohexene platinum (II) [Pt+2].ClC1(C(=C(CCC1)Cl)Cl)Cl